[1,8]naphthyridine-2-thione N1C(C=CC2=CC=CN=C12)=S